5-(8-(3-azabicyclo[3.1.1]heptan-3-yl)imidazo[1,2-b]pyridazin-6-yl)pyrimidine-2,4(1H,3H)-dione C12CN(CC(C1)C2)C=2C=1N(N=C(C2)C=2C(NC(NC2)=O)=O)C=CN1